COC=1C=C2C(C=C(OC2=CC1)C1=CC=C(C=C1)OC1CCC(CC1)C)=O 6-methoxy-2-(4-((4-methylcyclohexyl)oxy)phenyl)-4H-chromen-4-one